2-[3-(furan-3-yl)-4-oxo-7-(pyrrolidin-1-yl)-1,4-dihydroquinolin-1-yl]-N-[2-(trifluoromethyl)phenyl]acetamide O1C=C(C=C1)C1=CN(C2=CC(=CC=C2C1=O)N1CCCC1)CC(=O)NC1=C(C=CC=C1)C(F)(F)F